C(C)(C)(C)OC(=O)N1[C@H]([C@](CCC1)(N[S@](=O)C(C)(C)C)C=O)CC=1C=C(C=CC1)C1=CC=CC=C1 (2S,3S)-2-({[1,1'-biphenyl]-3-yl}methyl)-3-formyl-3-{[(R)-2-methylpropan-2-sulfinyl]amino}piperidine-1-carboxylic acid tert-butyl ester